5-benzyl-6-methyl-2-thiouracil C(C1=CC=CC=C1)C=1C(NC(NC1C)=S)=O